CC1NCCC1 2-methylpyrrolidin